C(CC1=CC=CC=C1)N1CCN(CC1)CC(=O)N1CCN(CC1)CC1=C(C(=O)O)C=CC=C1 2-((4-(2-(4-phenethylpiperazin-1-yl)acetyl)piperazin-1-yl)methyl)benzoic acid